ClC1=NC(=CC(=C1)C1(CC(C1)=C)C1=NN=CN1C)C1CC1 2-chloro-6-cyclopropyl-4-(1-(4-methyl-4H-1,2,4-triazol-3-yl)-3-methylenecyclobutyl)pyridine